ClC1=CC2=C(N=CN(C2=O)CC2(CCN(CC2)C(C2=CC=C(C=C2)Cl)=O)O)N1C1=CC=C(C=C1)[C@H]1CO[C@H](CN1C(=O)OC(C)(C)C)C tert-Butyl (2S,5S)-5-(4-(6-chloro-3-((1-(4-chlorobenzoyl)-4-hydroxypiperidin-4-yl)methyl)-4-oxo-3,4-dihydro-7H-pyrrolo[2,3-d]pyrimidin-7-yl)phenyl)-2-methylmorpholine-4-carboxylate